C(C)OC(C1=C(C(=CC(=C1)OCC1=CC=CC=C1)CCl)OCC1=CC=CC=C1)=O 2,5-bis(benzyloxy)-3-(chloromethyl)benzoic acid ethyl ester